O=S1(CC(C=C1)NC(=O)C=1C(NC(=CC1)C1OCCCC1)=O)=O N-(1,1-dioxido-2,3-dihydrothiophen-3-yl)-2-oxo-6-(tetrahydro-2H-pyran-2-yl)-1,2-dihydropyridine-3-carboxamide